4-Fluoro-N-{4-[2-(4-fluorophenyl)-5-(piperazin-1-yl)-3H-imidazo[4,5-b]pyridin-3-yl]pyridin-2-yl}benzamide FC1=CC=C(C(=O)NC2=NC=CC(=C2)N2C(=NC=3C2=NC(=CC3)N3CCNCC3)C3=CC=C(C=C3)F)C=C1